(2-oxo-6-(trifluoromethoxy)quinolin-1(2H)-yl)acetamide O=C1N(C2=CC=C(C=C2C=C1)OC(F)(F)F)CC(=O)N